FC(OCC(C[C@H](CN1C(C2=CC(=C(C=C2C=C1)C1=NC=C(C=N1)C(F)(F)F)F)=O)F)NC=1C=NNC(C1C(F)(F)F)=O)F 2-[(2R)-5-(difluoromethoxy)-2-fluoro-4-[[6-oxo-5-(trifluoromethyl)-1H-pyridazin-4-yl]amino]pentyl]-7-fluoro-6-[5-(trifluoromethyl)pyrimidin-2-yl]isoquinolin-1-one